3-iodo-4,6-dihydro-1H-furo[3,4-c]pyrazole IC=1C2=C(NN1)COC2